C(C)(C)(C)N(C(=O)OC1CCN(CC1)C1=CC(=NC=C1I)Cl)CC1=NC=C(N=C1)C=1NC=C(N1)C(F)(F)F (2-chloro-5-iodopyridin-4-yl)piperidin-4-ol tert-butyl-((5-(4-(trifluoromethyl)-1H-imidazol-2-yl)pyrazin-2-yl)methyl)carbamate